diamino-3,5-diethyltoluene NC1=C(C=C(C(=C1C)N)CC)CC